CN(C=1C=2N(C3=CC=C(C=C3N1)C(=O)O)C=CC2)CCCC(F)(F)F 4-(Methyl(4,4,4-trifluorobutyl)amino)pyrrolo[1,2-a]quinoxaline-7-carboxylic acid